(2S)-2-amino-N-(4-((R or S)-cyclopropyl((S)-2-oxo-4-(trifluoromethyl)-imidazolidin-1-yl)methyl)pyridin-2-yl)-2-(4,4-difluorocyclohexyl)acetamide hydrochloride Cl.N[C@H](C(=O)NC1=NC=CC(=C1)[C@H](N1C(N[C@@H](C1)C(F)(F)F)=O)C1CC1)C1CCC(CC1)(F)F |o1:12|